FC1=CC(=C2C=CNC2=C1)N1C(C2=CC(=C(C=C2C(=C1)C(=O)N1CCCCC1)OC)OC)=O 2-(6-fluoro-1H-indol-4-yl)-6,7-dimethoxy-4-(piperidine-1-carbonyl)isoquinolin-1(2H)-one